CN1CC(OCC1)CC1C2(CC2(CN1)C(F)(F)F)C(=O)N ((4-methylmorpholin-2-yl)methyl)-5-(trifluoromethyl)-3-azabicyclo[3.1.0]hexane-1-carboxamide